(2E)-3-[(2R)-oxolan-2-yl]prop-2-enoic acid O1[C@H](CCC1)/C=C/C(=O)O